3-(2-methoxy-5-(3-methylbut-2-en-1-yl)phenyl)-5-((4-methylpiperazine-1-yl)methyl)isoxazole COC1=C(C=C(C=C1)CC=C(C)C)C1=NOC(=C1)CN1CCN(CC1)C